1,3-Bis(amino-methyl)cyclohexan NCC1CC(CCC1)CN